FC(S(=O)(=O)[O-])(F)F.C[N+]1=C2C=CC(=CC2=C(C2=CC=CC=C12)C1=CC=CC=C1)C1=CC2=CC=CC=C2C=C1 10-Methyl-2-(naphthalen-2-yl)-9-PHENYLACRIDIN-10-ium trifluoromethanesulfonate